2-(4-(3-hydroxyoxetan-3-yl)phenyl)-2-methyl-1-(4-(4-(trifluoromethyl)phenoxy)piperidin-1-yl)propan-1-one OC1(COC1)C1=CC=C(C=C1)C(C(=O)N1CCC(CC1)OC1=CC=C(C=C1)C(F)(F)F)(C)C